methyl-d3 (S)-4-methyl-2-(methyl-d3)-4-nitropentanoate CC(C[C@@H](C(=O)OC([2H])([2H])[2H])C([2H])([2H])[2H])(C)[N+](=O)[O-]